2-(5-(5-cyano-6-((2,3-dihydro-1H-inden-2-yl)amino)pyridin-3-yl)-1,3,4-oxadiazol-2-yl)acetic acid C(#N)C=1C=C(C=NC1NC1CC2=CC=CC=C2C1)C1=NN=C(O1)CC(=O)O